The molecule is an unsaturated fatty acyl-CoA that results from the formal condensation of the thiol group of coenzyme A with the carboxy group of (3S,6Z,9Z,12Z,15Z,18Z)-3-hydroxytetracosapentaenoic acid. It is a (S)-3-hydroxyacyl-CoA, a 3-hydroxy fatty acyl-CoA, an unsaturated fatty acyl-CoA and a very long-chain fatty acyl-CoA. It is a conjugate acid of a (3S,6Z,9Z,12Z,15Z,18Z)-3-hydroxytetracosapentaenoyl-CoA(4-). CCCCC/C=C\\C/C=C\\C/C=C\\C/C=C\\C/C=C\\CC[C@@H](CC(=O)SCCNC(=O)CCNC(=O)[C@@H](C(C)(C)COP(=O)(O)OP(=O)(O)OC[C@@H]1[C@H]([C@H]([C@@H](O1)N2C=NC3=C(N=CN=C32)N)O)OP(=O)(O)O)O)O